2-(2-(1-(Cyclopropylsulfonyl)-1H-pyrazol-4-yl)pyrimidin-4-yl)-N4-((1s,4s)-4-((2,2-difluoroethyl)amino)cyclohexyl)-5-(4,5,6,7-tetrahydropyrazolo[1,5-a]pyridin-2-yl)pyridine-2,4-diamine C1(CC1)S(=O)(=O)N1N=CC(=C1)C1=NC=CC(=N1)C1(NC=C(C(=C1)NC1CCC(CC1)NCC(F)F)C1=NN2C(CCCC2)=C1)N